4-cyano-N-((2-(6-((cis)-2,6-dimethylmorpholino)pyridin-2-yl)-1,6-naphthyridin-7-yl)methyl)-4-methylisochromane-6-carboxamide C(#N)C1(COCC2=CC=C(C=C12)C(=O)NCC1=NC=C2C=CC(=NC2=C1)C1=NC(=CC=C1)N1C[C@@H](O[C@@H](C1)C)C)C